FC=1C(=NC=CC1)NC1=C(C(=NN1)C1=CC=C(C=C1)NC(CC1=CC=CC=C1)=O)C(=O)N 5-((3-fluoropyridin-2-yl)amino)-3-(4-(2-phenyl-acetamido)phenyl)-1H-pyrazole-4-carboxamide